[2-(3,5-dichloro-2-hydroxyphenyl)-5-[(methylamino)carbonyl]benzo[d]imidazol-1-yl]-4-methylpentanoic acid-2-methylpropan-2-yl ester CC(C)(C)OC(C(CC(C)C)N1C(=NC2=C1C=CC(=C2)C(=O)NC)C2=C(C(=CC(=C2)Cl)Cl)O)=O